3-(2-(((1S,3S)-3-((4-((t-butyloxycarbonyl)amino)butyl)amino)cyclopentyl)amino)-5-(trifluoromethyl)pyrimidin-4-yl)-1H-indole-6-carboxylate C(C)(C)(C)OC(=O)NCCCCN[C@@H]1C[C@H](CC1)NC1=NC=C(C(=N1)C1=CNC2=CC(=CC=C12)C(=O)[O-])C(F)(F)F